C(C1=CC=CC=C1)O[C@@](CCC=C)(C(F)(F)F)C1=NN=C(O1)C1=NC(=C(C=C1N(C(OC(C)(C)C)=O)C(=O)OC(C)(C)C)C(F)(F)F)Br tert-Butyl N-[2-[5-[(1R)-1-benzyloxy-1-(trifluoromethyl)pent-4-enyl]-1,3,4-oxadiazol-2-yl]-6-bromo-5-(trifluoromethyl)-3-pyridyl]-N-tert-butoxycarbonyl-carbamate